3-amino-1-benzyl-6-nitroquinoxalin-2(1H)-one NC=1C(N(C2=CC=C(C=C2N1)[N+](=O)[O-])CC1=CC=CC=C1)=O